C(C1=CC=CC=C1)OC1=NC(=CC=C1C1=CC=C(C=C1)CO)OCC1=CC=CC=C1 [4-(2,6-dibenzyloxy-3-pyridinyl)phenyl]methanol